N1=CN=CC(=C1)C=1N=CSC1 4-pyrimidin-5-ylthiazol